[Cl-].[Cl-].C[Zr](C1C=CC2=CC=CC=C12)(C1C=CC=C1)(=[SiH2])(=[SiH2])(C)(C)C Tetramethyldisilylene(cyclopentadienyl)(indenyl)zirconium dichloride